[6,7-dichloro-3-(1H-pyrazol-4-yl)-1H-indol-2-yl]methanamine ClC1=CC=C2C(=C(NC2=C1Cl)CN)C=1C=NNC1